1-[1-(4-Chloro-phenyl)-1H-[1,2,3]triazol-4-ylmethyl]-piperazine, dihydrochloride Cl.Cl.ClC1=CC=C(C=C1)N1N=NC(=C1)CN1CCNCC1